N5-((1S,3R,4R)-4-Hydroxy-3-methylcyclohexyl)-N3-methyl-1-((S)-1-(m-tolyl)ethyl)-1H-pyrazole-3,5-dicarboxamide O[C@H]1[C@@H](C[C@H](CC1)NC(=O)C1=CC(=NN1[C@@H](C)C=1C=C(C=CC1)C)C(=O)NC)C